tert-butyl N-(2-chloroethyl)-N-methyl-carbamate ClCCN(C(OC(C)(C)C)=O)C